FC=1C=C2C=NN(C2=C(C1O)F)C1=CC=C(C=C1)N1CC(CC1)OC 5,7-Difluoro-1-(4-(3-methoxypyrrolidin-1-yl)phenyl)-1H-indazol-6-ol